S(CC(C)=O)CC(C)=O thiodiacetone